8-(benzyloxy)-6-cyclopropyl-7-[6-fluoro-5-methyl-1-(oxan-2-yl)-1H-indazol-4-yl]-2-{[(3S)-oxolan-3-yl]oxy}quinazoline C(C1=CC=CC=C1)OC=1C(=C(C=C2C=NC(=NC12)O[C@@H]1COCC1)C1CC1)C1=C2C=NN(C2=CC(=C1C)F)C1OCCCC1